(2-(dimethylamino)-1-(4-(4-methylthiazol-5-yl)phenyl)ethyl)carbamic acid CN(CC(C1=CC=C(C=C1)C1=C(N=CS1)C)NC(O)=O)C